4-(thiophen-2-yl)-N-(4-(1-(2,2,2-trifluoroethyl)-1H-pyrazol-4-yl)quinolin-8-yl)benzamide S1C(=CC=C1)C1=CC=C(C(=O)NC=2C=CC=C3C(=CC=NC23)C=2C=NN(C2)CC(F)(F)F)C=C1